(R)-3-((4-((3-chloro-4-(pyridin-2-ylmethoxy)phenyl)amino)-6-nitroquinazolin-7-yl)ethynyl)-3-methylpyrrolidine-1-carboxylic acid tert-butyl ester C(C)(C)(C)OC(=O)N1C[C@@](CC1)(C)C#CC1=C(C=C2C(=NC=NC2=C1)NC1=CC(=C(C=C1)OCC1=NC=CC=C1)Cl)[N+](=O)[O-]